1,3-bis(2,6-diisopropylphenyl)imidazol-1-ium chloride [Cl-].C(C)(C)C1=C(C(=CC=C1)C(C)C)[N+]1=CN(C=C1)C1=C(C=CC=C1C(C)C)C(C)C